BrC=1C=C(C=CC1)C1(CC(C1)O)C(=O)O (1r,3r)-1-(3-bromophenyl)-3-hydroxycyclobutane-1-carboxylic acid